C1(CC1)C(=O)N1[C@@H](CN(CC1)C1=NC(=NC(=C1C#N)NCCC(F)(F)F)C=1C=NN(C1)C)C 4-[(3R)-4-(cyclopropylcarbonyl)-3-methylpiperazin-1-yl]-2-(1-methyl-1H-pyrazol-4-yl)-6-[(3,3,3-trifluoropropyl)amino]pyrimidine-5-carbonitrile